COC=1C=C2C(N3C(=NC2=CC1OC)[C@H]1CCCN([C@@H]1CC3)C)=O |r| (±)-(4aR,13bS)-10,11-dimethoxy-4-methyl-1,2,3,4,4a,5,6,13b-octahydro-8H-[1,6]naphthyridino[5,6-b]quinazolin-8-one